C(C1=CC=CC=C1)N1C2=NC=NC(=C2N=C1C1=C(C=C(C(=O)OC)C=C1)Cl)OC1(CC1)C methyl 4-(9-benzyl-6-(1-methylcyclopropoxy)-9H-purin-8-yl)-3-chlorobenzoate